5-[4-fluoro-2-(2,2,2-trifluoroethoxy)phenyl]-1-methyl-7-[4-(2,2,2-trifluoroethoxy)phenyl]-2,3,6,7-tetrahydropyrrolo[3,4-e][1,4]diazepin-8(1H)-one FC1=CC(=C(C=C1)C=1C2=C(N(CCN1)C)C(N(C2)C2=CC=C(C=C2)OCC(F)(F)F)=O)OCC(F)(F)F